6-[(1S)-1-aminoethyl]-7-bromo-2-chloro-N-[(furan-2-yl)methyl]thieno[3,2-d]pyrimidin N[C@@H](C)C1=C(C=2N(C(N=CC2S1)Cl)CC=1OC=CC1)Br